ClC=1C=2N(C=CC1S)C=C(N2)F 8-chloro-2-fluoroimidazo[1,2-a]pyridine-7-thiol